3-(phenylmethoxy)-estra-1,3,5(10)-triene-15,16,17-triol triacetate C(C)(=O)OC1C(C([C@]2(C)[C@@H]1[C@@H]1CCC=3C=C(C=CC3[C@H]1CC2)OCC2=CC=CC=C2)OC(C)=O)OC(C)=O